6-chloro-2-(propylthio)-9H-purine ClC1=C2N=CNC2=NC(=N1)SCCC